2-(2,4-Difluoro-5-nitro-phenyl)-4,4,5,5-tetramethyl-1,3,2-dioxaborolane FC1=C(C=C(C(=C1)F)[N+](=O)[O-])B1OC(C(O1)(C)C)(C)C